C1(CC1)CC1=C(C(=NN1C=1SC=C(N1)C(=O)O)C1=CC(=C(C=C1)F)N1CC2(C1)CN(C2)C(C)C)CC2=CC(=C(C=C2)S(N)(=O)=O)F 2-(5-(cyclopropylmethyl)-3-(4-fluoro-3-(6-isopropyl-2,6-diazaspiro[3.3]heptan-2-yl)phenyl)-4-(3-fluoro-4-sulfamoylbenzyl)-1H-pyrazol-1-yl)thiazole-4-carboxylic acid